[Pt+2].C(CCC)[Si](C(C(C(F)(F)F)=O)C(C)=O)(OC)OC.C(CCC)[Si](C(C(C(F)(F)F)=O)C(C)=O)(OC)OC bis[3-(butyldimethoxysilyl)1,1,1-trifluoro-2,4-pentanedione] platinum (II)